2-aminopropan-1,3-diol hydrochloride Cl.NC(CO)CO